2,5-dihydro-1-benzoxepin O1CC=CCC2=C1C=CC=C2